C(C)(C)(C)OC(N[C@H]1CN(CCC1)C=1C2=C(N=CN1)CN(C(C2)C)CC2=CC=CC=C2)=O ((3R)-1-(7-benzyl-6-methyl-5,6,7,8-tetrahydropyrido[3,4-d]pyrimidin-4-yl)piperidin-3-yl)carbamic acid tert-butyl ester